C1(CC1)NCC=1NC2=CC(=CC=C2C1)CNC(=O)C=1N=C2N(C(C1)=O)C=CC=C2 N-[[2-[(cyclopropylamino)methyl]-1H-indol-6-yl]methyl]-4-oxo-pyrido[1,2-a]pyrimidine-2-carboxamide